N1=CC=C2N1CC1(CN2)CC1 5',7'-dihydro-4'H-spiro[cyclopropane-1,6'-pyrazolo[1,5-a]pyrimidine]